6-fluoro-5-[[(3S,4R)-4-fluoropyrrolidin-3-yl-amino]benzimidazol-1-yl-3-(1-hydroxyethyl)-2-pyridyl]-5-methyl-pyrazole-3-carbonitrile FC1=C(C(=C(C(=N1)C1(C=C(N=N1)C#N)C)C(C)O)N1C=NC2=C1C=CC=C2)N[C@H]2CNC[C@H]2F